(R)-4-((R)-2-Azido-1-Fluoroethyl)-2,2-Dimethyl-1,3-Dioxolane N(=[N+]=[N-])C[C@@H](F)[C@@H]1OC(OC1)(C)C